C(CCCCC)(=O)NC=1C=2N=CN([C@H]3[C@H](O)[C@H](O)[C@@H](CO)O3)C2N=CN1 N6-hexanoyl-adenosine